C1(=CC=CC=C1)CCC1=NOC(=N1)[C@H]1N(CCC1)C(=O)OC(C)(C)C 3-(2-phenylethyl)-5-[(2S)-1-tert-butoxycarbonylpyrrolidin-2-yl]-1,2,4-oxadiazole